(R)-(1-ethylpyrrolidin-2-yl)methylamine C(C)N1[C@H](CCC1)CN